FC=1C=C(C=C(C1)OC1=CC=C(C=C1)C(F)(F)F)NC(C=C)=O N-(3-fluoro-5-(4-(trifluoromethyl)phenoxy)phenyl)acrylamide